tert-butyl (1-(hydroxy)cyclopropyl)carbamate OC1(CC1)NC(OC(C)(C)C)=O